N1CCC2(CC1)OC1=C(C2)C=CC(=C1)N1C(NC(CC1)=O)=O 1-(3H-spiro[benzofuran-2,4'-piperidin]-6-yl)dihydropyrimidine-2,4(1H,3H)-dione